COC=1C=C(C=CC1OC)C1(OC(=C(C1=O)OC(C)=O)N)C 2-(3,4-dimethoxyphenyl)-2-methyl-4-acetoxy-5-amino-3(2H)-furanone